(4-Chloro-2-(10-fluoro-1-oxo-3,4,6,7,8,9-hexahydropyrazino[1,2-a]indol-2(1H)-yl)pyridin-3-yl)methyl Acetate C(C)(=O)OCC=1C(=NC=CC1Cl)N1C(C=2N(C=3CCCCC3C2F)CC1)=O